6-fluoro-3-(5-formylfuran-3-yl)-1-Boc-1H-indole FC1=CC=C2C(=CN(C2=C1)C(=O)OC(C)(C)C)C1=COC(=C1)C=O